CC1=CC=C(C=C1)S(=O)(=O)NC2=C(C=CC(=C2)C(F)(F)F)C(=O)NC3=NC(=CS3)C4=CC=CC=C4 2-[(4-Methylphenyl)sulfonylamino]-n-(4-phenyl-1,3-thiazol-2-yl)-4-(trifluoromethyl)benzamide